(S)-2-(cyanomethyl)piperazine-1-carboxylic acid C(#N)C[C@@H]1N(CCNC1)C(=O)O